5-iodo-7-oxido-1-tetrahydropyran-2-yl-6-tetrahydropyran-4-yl-pyrazolo[4,3-g]isoquinolin-7-ium IC1=C([N+](=CC2=CC3=C(C=C12)C=NN3C3OCCCC3)[O-])C3CCOCC3